2-methylimidazo[1,2-b]pyridazine-6-carboxylic acid CC=1N=C2N(N=C(C=C2)C(=O)O)C1